hept-3-yne CCC#CCCC